(13R)-13-methyl-4-(morpholin-4-yl)-7,14-dioxa-10,19,20-triazatetracyclo[13.5.2.12,6.018,21]tricosa-1(20),2(23),3,5,15,17,21-heptaene C[C@@H]1CCNCCOC2=CC(=CC(C3=NNC4=CC=C(O1)C=C34)=C2)N2CCOCC2